C1(CCCC1)C=1C=C2CCN(C(C2=CC1)=O)C=1C=CC(=C(C1)NS(=O)(=O)C)O N-(5-(6-cyclopentyl-1-oxo-3,4-dihydroisoquinolin-2(1H)-yl)-2-hydroxyphenyl)methanesulfonamide